CC1(CC2(ONC(O2)C2CCCCCCCCCC2)CC(N1)(C)C)C 7,7,9,9-tetramethyl-2-cycloundecyl-1-oxa-3,8-diaza-4-oxaspiro-[4.5]decane